6-(cyclopropanecarboxamido)-4-((3-(1-((1S,2S)-2-(difluoromethoxy)cyclopentyl)-1H-pyrazol-4-yl)-2-methoxyphenyl)amino)pyridazine-3-carboxamide C1(CC1)C(=O)NC1=CC(=C(N=N1)C(=O)N)NC1=C(C(=CC=C1)C=1C=NN(C1)[C@@H]1[C@H](CCC1)OC(F)F)OC